2-(1-(oxetan-3-yl)piperidin-4-yl)-4H-pyrrolo[3,2-d]Thiazole O1CC(C1)N1CCC(CC1)C=1SC2=C(N1)C=CN2